5-Ethoxy-2-iodo-4-methylaniline C(C)OC=1C(=CC(=C(N)C1)I)C